ClC1=CC=C2C=CN=C(C2=C1)NC1=C(C=CC=C1)S(=O)(=O)Cl ((7-chloroisoquinolin-1-yl)amino)benzenesulfonyl chloride